2-(1H-imidazol-3-yl)ethan-1-ol N1CN(C=C1)CCO